ClC1=C(C=2N=C(N=C(C2C(=N1)O[C@H](C(F)F)[C@@H]1[C@H]2CC[C@@H](CN1)N2C(=O)OC(C)(C)C)O)SC)F tert-butyl (1R,2S,5S)-2-((S)-1-((7-chloro-8-fluoro-4-hydroxy-2-(methylthio)pyrido[4,3-d]pyrimidin-5-yl)oxy)-2,2-difluoroethyl)-3,8-diazabicyclo[3.2.1]octane-8-carboxylate